BrC=1C=C(C=2N(C1)C=C(N2)C)C#N 6-bromo-2-methyl-imidazo[1,2-a]pyridine-8-carbonitrile